7-bromo-3,3-diethyl-5-(trifluoromethyl)indolin-2-one BrC=1C=C(C=C2C(C(NC12)=O)(CC)CC)C(F)(F)F